(((9H-fluoren-9-yl)methoxy)carbonyl)-L-threonine C1=CC=CC=2C3=CC=CC=C3C(C12)COC(=O)N[C@@H]([C@H](O)C)C(=O)O